ethyl 5-((tert-butyldimethylsilyl)oxy)tetrahydro-2H-pyran-2-carboxylate [Si](C)(C)(C(C)(C)C)OC1CCC(OC1)C(=O)OCC